ethyl-2-(3-chloro-2-pyridyl)-5-carbonylpyrazolon C(C)C1C(N(NC1=C=O)C1=NC=CC=C1Cl)=O